3-{4-[(2-amino-4-pyrimidinyl)oxy]-3-isopropylphenyl}-1-{4-[(4-methyl-1-piperazinyl)methyl]-3-(trifluoromethyl)phenyl}-2,4-imidazolidinedione NC1=NC=CC(=N1)OC1=C(C=C(C=C1)N1C(N(CC1=O)C1=CC(=C(C=C1)CN1CCN(CC1)C)C(F)(F)F)=O)C(C)C